CN(C=1C=2N=CN([C@H]3[C@H](O)[C@H](O)[C@@H](CO)O3)C2N=CN1)C(C)=O N6-methyl-N6-acetyladenosine